C1(=CC=CC=C1)C(C(=O)C1=CC=CC=C1)=O phenyl diketone